hydroxypivalyl hydroxypivalate bis[6-(acryloyloxy)hexanoate] C(C=C)(=O)OCCCCCC(=O)O.C(C=C)(=O)OCCCCCC(=O)O.OCC(C(=O)OC(C(CO)(C)C)=O)(C)C